tert-Butyl (S)-(1-(3-fluoropyridin-4-yl)-3-hydroxypropan-2-yl)carbamate FC=1C=NC=CC1C[C@@H](CO)NC(OC(C)(C)C)=O